1-(4-(4-((3-chlorobenzyl)amino)-6-(3,5-dimethylisoxazol-4-yl)quinazolin-2-yl)piperazin-1-yl)propan-2-ol ClC=1C=C(CNC2=NC(=NC3=CC=C(C=C23)C=2C(=NOC2C)C)N2CCN(CC2)CC(C)O)C=CC1